OC1=C(C=C(C#N)C=C1)CN1CCCCC1 4-hydroxy-3-(1-piperidylmethyl)benzonitrile